N-(4-(chroman-3-yl)-3-fluorophenyl)acrylamide O1CC(CC2=CC=CC=C12)C1=C(C=C(C=C1)NC(C=C)=O)F